CC=1C(=NC=C(C1)NC(C(=O)N1[C@@H](CC[C@@H](C1)C)C1CNCCC1)=O)NC(OC(C)(C)C)=O tert-butyl N-[3-methyl-5-[[2-[(2S,5S)-5-methyl-2-(3-piperidyl)-1-piperidyl]-2-oxo-acetyl]amino]-2-pyridyl]carbamate